The molecule is a carboxylic acid trianion resulting from the deprotonation of the phosphate group and both carboxy groups of 7,8-dihydromethanopterin. The major species at pH 7.3. It is a carboxylic acid trianion and an organophosphate oxoanion. It is a conjugate base of a 7,8-dihydromethanopterin. C[C@H]1C(=NC2=C(N1)N=C(NC2=O)N)[C@@H](C)NC3=CC=C(C=C3)C[C@@H]([C@@H]([C@@H](CO[C@@H]4[C@@H]([C@@H]([C@H](O4)COP(=O)([O-])O[C@@H](CCC(=O)[O-])C(=O)[O-])O)O)O)O)O